[NH4+].[NH4+].[NH4+].C(CC(O)(C(=O)[O-])CC(=O)[O-])(=O)[O-] citric acid tri-ammonium salt